BrC=1C2(C3=CC(=CC=C3C1)C(C)(C)OC)CCC(CC2)(C(=O)OC)N(C(C(F)(F)F)=O)C2=CC(=CC=C2)Cl methyl (1s,4s)-2'-bromo-4-[(3-chlorophenyl)(trifluoroacetyl)amino]-6'-(2-methoxypropan-2-yl)spiro[cyclohexane-1,1'-indene]-4-carboxylate